(S)-5-(benzyloxy)-2-(6-chlorobenzo[d]oxazol-2-yl)-6-methoxy-1,2,3,4-tetrahydroisoquinoline-3-carboxylic acid methyl ester COC(=O)[C@H]1N(CC2=CC=C(C(=C2C1)OCC1=CC=CC=C1)OC)C=1OC2=C(N1)C=CC(=C2)Cl